6,6'-([1,1':4',1''-terphenyl]-2',4''-diyl)bis(2,4-diphenyl-1,3,5-triazine) C1(=CC=CC=C1)C1=C(C=C(C=C1)C1=CC=C(C=C1)C1=NC(=NC(=N1)C1=CC=CC=C1)C1=CC=CC=C1)C1=NC(=NC(=N1)C1=CC=CC=C1)C1=CC=CC=C1